FC=1C=C2C=C(C(N(C2=CC1)C)=O)C=1C=2N(C(=CC1)C[C@@H](C(=O)OC)NC(C1=CC=CC=C1)(C1=CC=CC=C1)C1=CC=CC=C1)C=CN2 methyl (S)-3-(8-(6-fluoro-1-methyl-2-oxo-1,2-dihydroquinolin-3-yl) imidazo[1,2-a]pyridin-5-yl)-2-(tritylamino)propanoate